2-(3,5-dibromo-1-((2-(trimethylsilyl)ethoxy)methyl)-1H-pyrazol-4-yl)pyrimidine BrC1=NN(C(=C1C1=NC=CC=N1)Br)COCC[Si](C)(C)C